Cl.Cl.N[C@H](C(=O)NC[C@H]1[C@](C[C@@H](CC1)CCB(O)O)(C(=O)O)NCC)C (1R,2S,5R)-2-(((S)-2-Aminopropanamido)methyl)-5-(2-boronoethyl)-1-(ethylamino)cyclohexane-1-carboxylic acid dihydrochloride